N-ethyl-5-fluoro-N-isopropyl-2-((5-(2-(2-methyl-6-(methylamino)hexan-3-yl)-2,6-diazaspiro[3.4]octan-6-yl)-1,2,4-triazin-6-yl)oxy)benzamide C(C)N(C(C1=C(C=CC(=C1)F)OC1=C(N=CN=N1)N1CC2(CN(C2)C(C(C)C)CCCNC)CC1)=O)C(C)C